FC1=C(C=C(C=C1)OC=1C(=C2C=CNC2=CC1F)S(=O)(=O)C)C=1NC(=CN1)C1(OCCCO1)C=1C=C(C=CC1)CCC(=O)OCCCO 3-Hydroxypropyl 3-(3-(2-(2-(2-fluoro-5-((6-fluoro-4-(methylsulfonyl)-1H-indol-5-yl)oxy)phenyl)-1H-imidazol-5-yl)-1,3-dioxan-2-yl)phenyl)propanoate